4-hydroxy-trans-hexanal OC(CCC=O)CC